BrC=1C=CC(=C(OCCNC23CC(C2)(C3)C(=O)O)C1)C=1OC3=C(C=CC=C3C(C1)=O)Cl 3-[2-[5-bromo-2-(8-chloro-4-oxo-chromen-2-yl)phenoxy]ethylamino]bicyclo[1.1.1]pentane-1-carboxylic acid